9-[4-(9'-phenyl-3,3'-bi-9H-carbazol-9-yl)phenyl]naphtho[1',2':4,5]furo[2,3-b]pyrazine C1(=CC=CC=C1)N1C2=CC=CC=C2C=2C=C(C=CC12)C=1C=CC=2N(C3=CC=CC=C3C2C1)C1=CC=C(C=C1)C1=CN=C2C(=N1)OC1=C2C=2C=CC=CC2C=C1